COC1=C(C=C(C=C1)[C@@H](C)NC(C1=C(C=CC(=C1)N1CCN(CC1)C)C)=O)C=1C=C(SC1)C(=O)NC 4-[2-Methoxy-5-[(1R)-1-[[2-methyl-5-(4-methylpiperazin-1-yl)benzoyl]amino]ethyl]phenyl]-N-methyl-thiophene-2-carboxamide